C(C=C)(=O)OC1CCC(CC1)C(C)(C)C 4-tert.butylcyclohexyl acrylate